C(C)OC(=O)C1=NN(C2=CC=CC(=C2C1=O)C(C)=O)C=1C=NC(=CC1)OC(F)F 5-acetyl-1-[6-(difluoromethoxy)-3-pyridinyl]-4-oxo-cinnoline-3-carboxylic acid ethyl ester